(R)-1-(2-chloropyridin-3-yl)ethyl (1-ethyl-4-(6-methyl-5-(methylsulfonamido)pyridin-2-yl)-1H-1,2,3-triazol-5-yl)carbamate C(C)N1N=NC(=C1NC(O[C@H](C)C=1C(=NC=CC1)Cl)=O)C1=NC(=C(C=C1)NS(=O)(=O)C)C